7-(bicyclo[1.1.1]pentan-1-yl)-5-fluoro-2-(((3S,4R)-3-hydroxytetrahydro-2H-pyran-4-yl)amino)pyrrolo[2,1-f][1,2,4]triazine-6-carbonitrile C12(CC(C1)C2)C2=C(C(=C1C=NC(=NN12)N[C@H]1[C@@H](COCC1)O)F)C#N